N1C=CC2=C(C=CC=C12)C=1C=C(C#N)C=CC1 3-(1H-indol-4-yl)benzonitrile